5-fluoro-6-(2-methoxyethoxy)-3-(3-{4-[(2,2,3,3,5,5,6,6-2H8)piperazine-1-carbonyl]phenyl}-1,2-oxazol-5-yl)-1H-indazole FC=1C=C2C(=NNC2=CC1OCCOC)C1=CC(=NO1)C1=CC=C(C=C1)C(=O)N1C(C(NC(C1([2H])[2H])([2H])[2H])([2H])[2H])([2H])[2H]